COC=1C=C(C=CC1OCCCCO[N+](=O)[O-])C=CC(=O)O 3-(3-methoxy-4-{[4-(nitrooxy)butyl]oxy}phenyl)acrylic acid